C(C)(C)(C)OC(=O)C1=CC=CC2=C(C=CC=C12)C(NC1=CC=C(C=C1)Br)=O.C(C)(=O)C1=C(C=C(C=C1)Cl)C1=CC(N(C=C1OC)[C@H](C(=O)NC1=CC=C(C(=O)N)C=C1)CCOC(C)(C)C)=O (S)-4-(2-(4-(2-acetyl-5-chlorophenyl)-5-methoxy-2-oxopyridin-1(2H)-yl)-4-(t-butoxy)butanoylamino)benzamide tert-butyl-5-[(4-bromophenyl)carbamoyl]naphthalene-1-carboxylate